ClC=1C=C(C=C(C1)Cl)NC(N)=O N'-(3,5-dichlorophenyl)urea